CC1=C2C(N(C(C2=C(C(=C1C1=CC=CC=C1)C1=CC=CC=C1)C)=O)CCC(=O)NCCNC(OC(C)(C)C)=O)=O tert-Butyl (2-(3-(4,7-dimethyl-1,3-dioxo-5,6-diphenylisoindolin-2-yl)propanamido)ethyl)carbamate